Br.BrCCCC=1C=NC=CC1 3-(3-bromopropyl)pyridine hydrobromide